ethylene 3,4-furandicarboxylate O1C=C2C(=C1)C(=O)OCCOC2=O